(2-(4'-chloro-[1,1'-biphenyl]-4-yl)naphthalen-1-yl)-9H-carbazole ClC1=CC=C(C=C1)C1=CC=C(C=C1)C1=C(C2=CC=CC=C2C=C1)C1=CC=CC=2C3=CC=CC=C3NC12